tert-butyl(trans-4-(2-(methoxy(methyl)amino)-2-oxoethyl)cyclohexyl)carbamate C(C)(C)(C)OC(N[C@@H]1CC[C@H](CC1)CC(=O)N(C)OC)=O